C(C)(=O)OCC=1C(=NC=CC1B(O)O)N1C(C=2N(C=C1)C1=C(C2)CC(C1)(C)C)=O (3-(Acetoxymethyl)-2-(7,7-dimethyl-1-oxo-1,6,7,8-tetrahydro-2H-cyclopenta[4,5]pyrrolo[1,2-a]pyrazin-2-yl)pyridin-4-yl)boronic acid